BrC1=CC=C(S1)C1=CC=C(N(C2=CC=C(C=C2)[N+](=O)[O-])C2=CC=C(C=C2)C=2SC(=CC2)Br)C=C1 4-(5-Bromothiophene-2-yl)-N-(4-(5-bromothiophen-2-yl)phenyl)-N-(4-nitrophenyl)aniline